piperazine-1,2,4-tricarboxylate N1(C(CN(CC1)C(=O)[O-])C(=O)[O-])C(=O)[O-]